NCC1=CC(=C(C=C1)NC(=O)C1=CC2=C(OCCC3=C2SC=C3)C=C1C=1C(=NC(=CC1)C(NCCC)=O)C(=O)OC)OCCC(C)C methyl 3-(9-((4-(aminomethyl)-2-(isopentyloxy)phenyl)carbamoyl)-4,5-dihydrobenzo[b]thieno[2,3-d]oxepin-8-yl)-6-(propylcarbamoyl)picolinate